N-capryloyl-threonine Di-tert-butyl-2-aminohexanedioate C(C)(C)(C)C(C(C(=O)O)(N)C(C)(C)C)CCC(=O)O.C(CCCCCCC)(=O)N[C@@H]([C@H](O)C)C(=O)O